4-(3-ethyl-5-(5-(methoxymethyl)-3-(m-tolyl)-1H-pyrazol-1-yl)-3H-imidazo[4,5-b]pyridin-7-yl)morpholine C(C)N1C=NC=2C1=NC(=CC2N2CCOCC2)N2N=C(C=C2COC)C=2C=C(C=CC2)C